C(C)N(C1=CC=C(C=C1)C(=CC=C(C1=CC=CC=C1)C1=CC=CC=C1)C1=CC=C(C=C1)N(CC)CC)CC 1,1-bis-(para-diethylaminophenyl)-4,4-diphenyl-1,3-butadiene